ClC1=CC=C(C=C1)[C@H](CCNC(C1=C(C=CC(=C1)C=1C=CC=2N(N1)C=C(N2)NC(C)=O)C)=O)O N-[(3S)-3-(4-chlorophenyl)-3-hydroxypropyl]-5-{2-acetamidoimidazo[1,2-b]pyridazin-6-yl}-2-methylbenzamide